BrC1=C2C=CN(C2=C(C=C1)F)C(C(C)[C@](C(=O)O)(C)NC(=O)C1=NC=CC(=C1O)OC)C.C(#CC)[C@@]([C@H]([C@H]([C@H](C=O)O)O)O)(O)CO 5-(1-propynyl)allose [2-(4-bromo-7-fluoro-indol-1-yl)-1-methyl-propyl](2S)-2-[(3-hydroxy-4-methoxy-pyridine-2-carbonyl)amino]propanoate